FC1=C(C=CC(=C1)F)C[C@@H](C(=O)OC)NC methyl (S)-3-(2,4-difluorophenyl)-2-(methylamino)propanoate